CC1=CC(=NC(=C1)C)CN1CCOC2=C(C1=O)C=C(C=C2C2=C(C=C(C=C2)F)C)CN2C(=NC=C2)C 4-((4,6-Dimethylpyridin-2-yl)methyl)-9-(4-fluoro-2-methylphenyl)-7-((2-methyl-1H-imidazol-1-yl)methyl)-3,4-dihydrobenzo[f][1,4]oxazepin-5(2H)-one